2-(2-methoxy-5-methylphenyl)-4,4-dimethyl-oxolane-2-carboxamide COC1=C(C=C(C=C1)C)C1(OCC(C1)(C)C)C(=O)N